2,6-dichloro-3,5-difluoro-4-methoxymethylbenzyl (1R)-trans-3-[(E)-(2-methoxycarbonyl-1-propenyl)]-2,2-dimethylcyclopropanecarboxylate COC(=O)/C(=C/[C@H]1C([C@@H]1C(=O)OCC1=C(C(=C(C(=C1Cl)F)COC)F)Cl)(C)C)/C